(2r,4s)-(1-((5-methoxy-7-methyl-1H-indol-4-yl)methyl)-4-(4-(methylsulfonyl)-1H-pyrazol-1-yl)piperidin-2-yl)benzoic acid COC=1C(=C2C=CNC2=C(C1)C)CN1[C@H](C[C@H](CC1)N1N=CC(=C1)S(=O)(=O)C)C1=C(C(=O)O)C=CC=C1